4-fluoro-3-cyano-benzoyl chloride FC1=C(C=C(C(=O)Cl)C=C1)C#N